(3-methyltetrahydro-2H-pyran-4-yl)-2-nitrophenol CC1COCCC1C=1C(=C(C=CC1)O)[N+](=O)[O-]